1-({3-[(2S)-2-(4-chlorophenyl)-2-hydroxyethyl]-1,2,4-oxadiazol-5-yl}methyl)-3-methyl-2,6-dioxo-1,2,3,6-tetrahydropyrimidine-4-carboxamide ClC1=CC=C(C=C1)[C@H](CC1=NOC(=N1)CN1C(N(C(=CC1=O)C(=O)N)C)=O)O